N'-(6-Bromobenzo[d]thiazol-2-yl)-2-methyl-N3-(5-(methylthio)pyrimidin-2-yl)propane-1,3-diamine BrC1=CC2=C(N=C(S2)N(CC(CN)C)C2=NC=C(C=N2)SC)C=C1